3-[3-chloro-5-(2-nitrophenyl)sulfonyl-4,6,7,8-tetrahydropyrazolo[1,5-a][1,4]diazepin-2-yl]-5-methyl-1,2,4-oxadiazole ClC=1C(=NN2C1CN(CCC2)S(=O)(=O)C2=C(C=CC=C2)[N+](=O)[O-])C2=NOC(=N2)C